N1C=C(C2=CC=CC=C12)C[C@H](C(=O)O)O (R)-indole-3-lactic acid